CN([C@H](COC1=NOC(=C1C1=CC=2N(C=C1)N=C(C2)NC(=O)C2CC2)C)C2=C(C=CC=C2)F)C N-[5-[3-[(2S)-2-(dimethylamino)-2-(2-fluorophenyl)ethoxy]-5-methyl-isoxazol-4-yl]pyrazolo[1,5-a]pyridin-2-yl]cyclopropanecarboxamide